FC1=C(C=C(C=C1)CNC=1C=NC=C(C1)C1=NC=CC=N1)NC(=O)N[C@H]1[C@H](CCCC1)O N-[2-fluoro-5-({[5-(pyrimidin-2-yl)pyridin-3-yl]amino}methyl)phenyl]-N'-[(1R,2S)-2-hydroxycyclohexyl]urea